tert-butyl (1-((3-(4-(1-(2,6-dioxopiperidin-3-yl)-3-methyl-2-oxo-2,3-dihydro-1H-benzo[d]imidazol-4-yl)-[1,4'-bipiperidin]-1'-yl)phenyl)sulfonyl)piperidin-4-yl)carbamate O=C1NC(CCC1N1C(N(C2=C1C=CC=C2C2CCN(CC2)C2CCN(CC2)C=2C=C(C=CC2)S(=O)(=O)N2CCC(CC2)NC(OC(C)(C)C)=O)C)=O)=O